C(C)(=O)SCCCCCCCCCCCOCCCCCCCCCCCSC(C)=O 11-(acetylmercapto)undecylether